C1=C(C=CC2=CC=CC=C12)C1=C2C=CC=CC2=CC2=CC=CC=C12 10-(naphthalene-2-yl)anthracene